4-bromo-2,6-difluoro-N-((1-methylcyclopropyl)sulfonyl)benzamide BrC1=CC(=C(C(=O)NS(=O)(=O)C2(CC2)C)C(=C1)F)F